ClC1=CC2=C(N(C(N=C2N2[C@H](CN(CC2)C(C=C)=O)C)=O)C2=C(C=CC=C2)C(C)C)N=C1C1=CCCCC1 6-chloro-7-(1-cyclohexen-1-yl)-4-((2S)-2-methyl-4-(2-propenoyl)-1-piperazinyl)-1-(2-(2-propanyl)phenyl)pyrido[2,3-d]pyrimidin-2(1H)-one